(3S,5R)-1-Ethyl-5-[[6-[2-hydroxy-6-methyl-4-(trifluoromethyl)phenyl]-5-methyl-1,2,4-triazin-3-yl]amino]piperidin-3-ol C(C)N1C[C@H](C[C@H](C1)NC=1N=NC(=C(N1)C)C1=C(C=C(C=C1C)C(F)(F)F)O)O